ClC=1C(=NC(=C(C(=O)NC2=CC(=C(C=C2)F)C(N)=NO)C1)N1CCC(CCC1)(F)F)C(F)(F)F 5-chloro-2-(4,4-difluoroazepan-1-yl)-N-(4-fluoro-3-(N'-hydroxyamidino)phenyl)-6-(trifluoromethyl)nicotinamide